O=C1NC(CCC1N1C(N(C2=C1C=CC=C2NC(CCCCCC(N2CCCCC2)=O)=O)C)=O)=O N-(1-(2,6-dioxopiperidin-3-yl)-3-methyl-2-oxo-2,3-dihydro-1H-benzo[d]imidazol-4-yl)-7-oxo-7-(piperidin-1-yl)heptanamide